2-[(t-Butoxycarbonyl)amino]-3-(trifluoromethyl)pentanoic acid C(C)(C)(C)OC(=O)NC(C(=O)O)C(CC)C(F)(F)F